O[C@H]1C[C@@H](CCC1)NC1=CN=C(N=N1)C1=C(C=C(C=C1C)C(F)(F)F)O 2-(6-(((1r,3r)-3-hydroxycyclohexyl)amino)-1,2,4-triazin-3-yl)-3-methyl-5-(trifluoromethyl)phenol